(2-(naphthalen-1-yl)ethyl)-1,2,4-triazine-3-carboxamide C1(=CC=CC2=CC=CC=C12)CCC=1N=C(N=NC1)C(=O)N